3-(thiophen-2-yl)acrylic acid S1C(=CC=C1)C=CC(=O)O